N-Methylolallylamine C(O)NCC=C